2-(1-(2-((1H-pyrazol-4-yl)amino)-[1,2,4]Triazolo[1,5-a]Pyrazin-8-yl)-3-(4-ethyl-1H-pyrazol-1-yl)azetidin-3-yl)acetonitrile N1N=CC(=C1)NC1=NN2C(C(=NC=C2)N2CC(C2)(N2N=CC(=C2)CC)CC#N)=N1